NC1=NC=NN2C1=CC=C2[C@H]2[C@@H]([C@@H]([C@@](O2)(C#N)COP(=O)(OC2=CC=CC=C2)N[C@H](C(=O)OC2CCCCC2)C)O)O (2S)-cyclohexyl 2-(((((2R,3S,4R,5S)-5-(4-aminopyrrolo[2,1-f][1,2,4]triazin-7-yl)-2-cyano-3,4-dihydroxytetrahydrofuran-2-yl)methoxy)(phenoxy)phosphoryl)amino)propanoate